NC1=CC(=CC=2N(C(NC21)=O)CC2CC2)C=2C(=NOC2C)C 4-amino-1-(cyclopropylmethyl)-6-(3,5-dimethylisoxazol-4-yl)-1H-benzo[d]imidazol-2(3H)-one